The molecule is a steroid glucosiduronic acid obtained by formal condensation of the carboxy group of hyodeoxycholic acid with the anomeric hydroxy group of beta-D-glucuronic acid. It has a role as a human urinary metabolite. It is an O-acyl carbohydrate, a beta-D-glucosiduronic acid and a steroid glucosiduronic acid. It derives from a hyodeoxycholic acid. It is a conjugate acid of a hyodeoxycholic acid 24-O-(beta-D-glucuronide)(1-). C[C@H](CCC(=O)O[C@H]1[C@@H]([C@H]([C@@H]([C@H](O1)C(=O)O)O)O)O)[C@H]2CC[C@@H]3[C@@]2(CC[C@H]4[C@H]3C[C@@H]([C@H]5[C@@]4(CC[C@H](C5)O)C)O)C